8-[5-(4-Fluorophenyl)-1,2-oxazol-3-yl]-8-azabicyclo[3.2.1]octan-3-one FC1=CC=C(C=C1)C1=CC(=NO1)N1C2CC(CC1CC2)=O